FC(OC1=CC=C(C=C1)C1=CC=C(C=C1)B(O)O)(F)F [4-(4-(trifluoromethoxy)phenyl)phenyl]-boronic acid